C(C1=CC=CC=C1)OC(=O)N1C[C@@H](CC1)NC(=O)C1=C(C=CC(=N1)C=1C(=NC=CC1)OCC)N1[C@@H](CN(CC1)C(=O)C1(CCCC1)C(F)(F)F)CC (3R)-3-{2'-ethoxy-5-[(2R)-2-ethyl-4-[1-(trifluoromethyl)cyclopentanecarbonyl]piperazin-1-yl]-[2,3'-bipyridine]-6-amido}pyrrolidine-1-carboxylic acid benzyl ester